OCC1(CC=C(C=C1)N=NC1=CC=CC=C1)CO 4,4-dihydroxymethylazobenzene